2-(6-Propan-2-yl-pyridin-3-yl)-N-[(3S)-9-fluoro-2-oxo-5-phenyl-1,3-dihydro-1,4-benzodiazepin-3-yl]pyrazolo[1,5-a]-pyrimidine-3-carboxamide CC(C)C1=CC=C(C=N1)C1=NN2C(N=CC=C2)=C1C(=O)N[C@@H]1C(NC2=C(C(=N1)C1=CC=CC=C1)C=CC=C2F)=O